NC(=O)C1=CC=CC2=CN(N=C12)C1=CC=C(C=C1)NC(=O)C1CCCC1 (1s,3s)-3-[({4-[7-(aminocarbonyl)-2H-indazol-2-yl]phenyl}amino)carbonyl]cyclopentane